FC=1C=C2N(CCN(C2=CC1)CCCN1CCCC1)C1=CC=C(C=C1)F 1-(6-fluoro-4-(4-fluorophenyl)-3,4-dihydroquinoxalin-1(2H)-yl)-3-(pyrrolidin-1-yl)propan